N1CC(C1)C1=NC2=C(N1)C=CC=C2OC 2-(azetidin-3-yl)-4-methoxy-1H-benzimidazole